BrC1=CC=C(C=C1)C(O)(C1=C(C=C(C=C1)Cl)C)C1=C(C=C(C=C1)Cl)C (4-bromophenyl)bis(5-chloro-2-tolyl)methanol